CN1C2=NC(=NC(=C2N=C1)C1=CC=C(C=C1)OC(F)(F)F)C=O 9-methyl-6-(4-(trifluoromethoxy)phenyl)-9H-purine-2-carbaldehyde